8-[(1R)-1-[(2-Chloro-3-pyridyl)amino]ethyl]-3,6-dimethyl-2-(3-pyridyl)chromen-4-one ClC1=NC=CC=C1N[C@H](C)C=1C=C(C=C2C(C(=C(OC12)C=1C=NC=CC1)C)=O)C